antimony oxide glycolate C(CO)(=O)[O-].[Sb+]=O